1-(13Z,16Z-docosadienoyl)-2-(9Z,12Z-heptadecadienoyl)-glycero-3-phosphocholine CCCCC/C=C\C/C=C\CCCCCCCCCCCC(=O)OC[C@H](COP(=O)([O-])OCC[N+](C)(C)C)OC(=O)CCCCCCC/C=C\C/C=C\CCCC